[Na+].O=C1C(O)=C([O-])[C@H](O1)[C@@H](O)CO ascorbic acid, Sodium salt